ClC=1C=CC2=C(OC3=C(C(=N2)N2CCN(CC2)CC(C(=O)O)(C)C)C=CC(=C3)C(C)C)C1 3-(4-(7-chloro-3-isopropyldibenzo[b,f][1,4]oxazepin-11-yl)piperazin-1-yl)-2,2-dimethylpropanoic acid